(2-chloro-6-quinolyl)methanol ClC1=NC2=CC=C(C=C2C=C1)CO